3-((3,5-difluoro-4-((6-(trifluoromethyl)pyridin-3-yl)oxy)benzyl)oxy)-7,8,8a,9-tetrahydropyrrolo[1',2':3,4]imidazo[1,2-c]pyrimidin-1(6H)-one FC=1C=C(COC=2C=C3N(C(N2)=O)CC2N3CCC2)C=C(C1OC=1C=NC(=CC1)C(F)(F)F)F